C(C)(C)(C)N1N=C2C(C=N[C@@H](C2)C)=C1C(=O)NN (R)-tert-butyl-3-(hydrazinecarbonyl)-6-methyl-6,7-dihydro-2H-pyrazolo[4,3-c]pyridine